(S)-8-(4-methyl-6-((5-methyl-1H-pyrazol-3-yl)amino)pyrimidin-2-yl)-3-(1-phenylethyl)-1,3,8-triazaspiro[4.5]dec-1-en-4-one CC1=NC(=NC(=C1)NC1=NNC(=C1)C)N1CCC2(C(N(C=N2)[C@@H](C)C2=CC=CC=C2)=O)CC1